F[C@H]1CNCC[C@H]1NC1=CC=CN2C(=C(C=C12)C#CCNC1=C(C=C(C(=O)NC)C=C1)OC)CC(F)(F)F 4-((3-(8-(((3S,4R)-3-fluoropiperidin-4-yl)amino)-3-(2,2,2-trifluoroethyl)indolizin-2-yl)prop-2-yn-1-yl)amino)-3-methoxy-N-methylbenzamide